COC(=O)C1N(C[C@@H](C1)OC)C(N(C)C1=CC=C(C=C1)Cl)=O (4R)-1-((4-chlorophenyl)(methyl)carbamoyl)-4-methoxypyrrolidine-2-carboxylic acid methyl ester